C1(=CC=CC=C1)C=1NC2=CC=CC=C2C(C1)=O 2-phenylquinolin-4(1H)-one